C(C)OC(=O)C=1C(NC(=C(C1O)C)C)=O 4-hydroxy-5,6-dimethyl-2-oxo-1H-pyridine-3-carboxylic acid ethyl ester